(3aR,5s,6aS)-N-(6-(4,6-bis(trifluoromethyl)pyridin-3-yl)pyridazin-3-yl)-2-((tetrahydro-2H-pyran-4-yl)methyl-d2)octahydrocyclopenta[c]pyrrol-5-amine FC(C1=C(C=NC(=C1)C(F)(F)F)C1=CC=C(N=N1)NC1C[C@@H]2[C@@H](CN(C2)C([2H])([2H])C2CCOCC2)C1)(F)F